9,9-bis(2-carboxy-1-methylbutyl)fluorene C(=O)(O)C(C(C)C1(C2=CC=CC=C2C=2C=CC=CC12)C(C(CC)C(=O)O)C)CC